BrC=1C=C(C=CC1Cl)C(CNCCC)C1=CC=CC=C1 N-(2-(3-Bromo-4-chlorophenyl)-2-phenylethyl)propan-1-amine